C(=O)(O)CCC(=O)NNCCCCCCCCCC N-(3-carboxypropionyl)aminodecylamine